racemic-2-[2-(7,7-difluoro-3,3a,4,5,6,7a-hexahydro-1H-isoindol-2-yl)-3-quinolyl]-4-oxo-1H-1,6-naphthyridine-5-carboxamide FC1(CCCC2CN(CC12)C1=NC2=CC=CC=C2C=C1C=1NC=2C=CN=C(C2C(C1)=O)C(=O)N)F